[OH-].C(=O)(O)C[N+](CCCNS(=O)(=O)CCC(C(C(C(C(C(F)(F)F)(F)F)(F)F)(F)F)(F)F)(F)F)(C)C carboxymethyldimethyl-3-[[(3,3,4,4,5,5,6,6,7,7,8,8,8-tridecafluorooctyl)sulfonyl]amino]propylammonium hydroxide